BrC1=CC=CC=2N(C=NC21)CC(=O)OCC ethyl 2-(4-bromo-1,3-benzodiazol-1-yl)acetate